4-[4-(2-hydroxy-2-methyl-propionyl)-benzyl]phenyl ketone OC(C(=O)C1=CC=C(CC2=CC=C(C=C2)C(=O)C2=CC=C(C=C2)CC2=CC=C(C=C2)C(C(C)(O)C)=O)C=C1)(C)C